C(CCCCCCCCCCC\C=C/CCCCCCCC)(=O)OCCCCCCCCCCCCCCCC hexadecyl erucate